o-cyanobenzoyl bromide C(#N)C1=C(C(=O)Br)C=CC=C1